COC=1C=C(C=NC1)NC(=O)C1(CC1)NC(OC(C)(C)C)=O tert-butyl (1-((5-methoxypyridin-3-yl)carbamoyl)cyclopropyl)carbamate